(1-naphthyl)8-(diphenylphosphino)quinoline C1(=CC=CC2=CC=CC=C12)C1=NC2=C(C=CC=C2C=C1)P(C1=CC=CC=C1)C1=CC=CC=C1